C[C@H]1[C@@H](C[C@H]([C@@H](O1)OCCCCCCCCCCCC/C=C/C(=O)O)O)O The molecule is an omega-hydroxy fatty acid ascaroside obtained by formal condensation of the alcoholic hydroxy group of (2E)-15-hydroxypentadec-2-enoic acid with ascarylopyranose (the alpha anomer). It is a metabolite of the nematode Caenorhabditis elegans. It has a role as a Caenorhabditis elegans metabolite. It is an alpha,beta-unsaturated monocarboxylic acid and an omega-hydroxy fatty acid ascaroside. It derives from a (2E)-15-hydroxypentadec-2-enoic acid. It is a conjugate acid of an oscr#25(1-).